3-(5-mercapto-1H-tetrazol-1-yl)benzenesulfonate monohydrate O.SC1=NN=NN1C=1C=C(C=CC1)S(=O)(=O)O